FC=1C=C(C=C(C1N1CCSCCC1)F)N1C(O[C@H](C1)CNC(C)=O)=O (S)-N-((3-(3,5-difluoro-4-(1,4-thiazepan-4-yl)phenyl)-2-oxo-oxazolidin-5-yl)methyl)acetamide